5-(2-chloro-4-nitrophenoxy)-2-fluoroaniline ClC1=C(OC=2C=CC(=C(N)C2)F)C=CC(=C1)[N+](=O)[O-]